[Co].ClC=1C=C(C(=NC1C=1OC=C(N1)C(C)(C)C)C=1OC=C(N1)C(C)(C)C)Cl dichloro[2,6-bis[4-(R)-tert-butyl-2-oxazolyl]pyridine] cobalt